(±)-2-amino-1-phenylethanol NC[C@H](O)C1=CC=CC=C1 |r|